ClC=1C=C(C=CC1C)CC(C(=O)NCC=1C=C2C(N(C(C2=CC1)=O)C1C(NC(CC1)=O)=O)=O)=O 3-(3-chloro-4-methylphenyl)-N-((2-(2,6-dioxopiperidin-3-yl)-1,3-dioxoisoindolin-5-yl)methyl)-2-oxopropanamide